ClC1=C(CNC(=O)C2CC(C3=NC=CC=C32)=C)C(=CC(=C1)Cl)C N-(2,4-dichloro-6-methylbenzyl)-7-methylene-6,7-dihydro-5H-cyclopenta[b]pyridine-5-carboxamide